tris(1,2,3,5,6-pentathiacycloheptyl)methane S1SSC(SSC1)C(C1SSSCSS1)C1SSSCSS1